[Si](O)(O)(O)O.C1=CC=CC2=CC3=CC=CC=C3C(=C12)C(=O)N1CCC(CC1)N1C[C@@H](CCC1)C(=O)N1CCOCC1 (R)-anthracen-9-yl-(3-(morpholine-4-carbonyl)-1,4'-bipiperidin-1'-yl)methanone monosilicate